isobutoxycarbonyl 4-[tert-butoxycarbonyl (methyl)amino]butanoate C(C)(C)(C)OC(=O)N(CCCC(=O)OC(=O)OCC(C)C)C